CS(=O)(=O)N1CC2=C(CC1)C=C(N2)C(=O)[O-] 6-(methylsulfonyl)-4,5,6,7-tetrahydro-1H-pyrrolo[2,3-c]pyridine-2-carboxylate